C(C1=CC=CC=C1)(=O)C=1C(=CC(=C(C1)S(=O)(=O)O)OC)O 5-benzoyl-4-hydroxy-2-methoxybenzenesulfonic acid